C(C1=CC=CC=C1)N1C[C@](N(CC1)C1=NN(C(=C1)C)COCC[Si](C)(C)C)(C)CC (S)-4-Benzyl-2-ethyl-2-methyl-1-(5-methyl-1-((2-(trimethylsilyl)ethoxy)methyl)-1H-pyrazol-3-yl)piperazine